2,6-dichloro-5-chlorocarbonyl-pyrimidine ClC1=NC(=C(C=N1)C(=O)Cl)Cl